3-(2-hydroxyethyl)-1-methylcinnolin-4-one OCCC1=NN(C2=CC=CC=C2C1=O)C